BrC=1C=2N(C=CC1)C(=C(N2)C#CCNC2=C(C=C(C(=O)N(C)C)C=C2)OC)SC(F)(F)F 4-[(3-{8-bromo-3-[(trifluoromethyl)sulfanyl]imidazo[1,2-a]pyridin-2-yl}prop-2-yn-1-yl)amino]-3-methoxy-N,N-dimethylbenzamide